FC1(CCCC=2C=CC(=NC12)C(=O)NC1=CC2=CN(N=C2C=C1C(C)(C)O)C1CCC(CC1)N1CCN(CC1)C(=O)OC(C)(C)C)F tert-butyl 4-((1r,4r)-4-(5-(8,8-difluoro-5,6,7,8-tetrahydroquinoline-2-carboxamido)-6-(2-hydroxypropan-2-yl)-2H-indazol-2-yl)cyclohexyl)piperazine-1-carboxylate